COC=1C=C2C(NC(=NC2=CC1)CN1CC(C2=CC=CC=C12)C)=O 6-methoxy-2-[(3-methylindolin-1-yl)methyl]-3H-quinazolin-4-one